(R)-7-((1-(4-acetylpiperazin-1-yl)-1-oxopropan-2-yl)oxy)-4-(2-chloro-4-fluorophenyl)isoquinolin-1(2H)-one C(C)(=O)N1CCN(CC1)C([C@@H](C)OC1=CC=C2C(=CNC(C2=C1)=O)C1=C(C=C(C=C1)F)Cl)=O